ClC1=CC=C(C=N1)NC1=NC=CC2=CC(=CC=C12)OC[C@]1(COCC1)C#N (S)-3-(((1-((6-chloropyridin-3-yl)amino)isoquinolin-6-yl)oxy)methyl)tetrahydrofuran-3-carbonitrile